N=1ON=C2C1C=CC(=C2)C2=CC=C(N=N2)NC2CC(NC(C2)(C)C)(C)C 6-(benzo[c][1,2,5]oxadiazol-5-yl)-N-(2,2,6,6-tetramethylpiperidin-4-yl)pyridazin-3-amine